COC(=O)C1C(C2=C(S1)C=CC=C2)C(=O)OC 2,3-Dihydrobenzo[b]thiophene-2,3-dicarboxylic acid dimethyl ester